ClC=1C=C(C=CC1)C1[C@H](C1)C(=O)NC=1C=NNC1 |r| rac-(1S,2x)-2-(3-chlorophenyl)-N-(1H-pyrazol-4-yl)cyclopropane-1-carboxamide